N6-(2-methoxy-4-(morpholinosulfonyl)phenyl)-N4-propyl-1H-pyrrolo[2,3-b]pyridine-4,6-diamine 2,2,2-trifluoroacetate FC(C(=O)O)(F)F.COC1=C(C=CC(=C1)S(=O)(=O)N1CCOCC1)NC=1C=C(C2=C(N1)NC=C2)NCCC